[Cu].C(CC)N(CCC)[Si](C1=CC(=CC=C1)C(=C)C)(N(CCC)CCC)N(CCC)CCC tris(dipropylamino)(3-isopropenylphenyl)silane Copper